2-(1-methyl-1H-indazol-5-yl)ethyl methanesulfonate CS(=O)(=O)OCCC=1C=C2C=NN(C2=CC1)C